6,7-difluoro-4-isopropyl-2-(o-tolyl)isoquinolin-1(2H)-one FC=1C=C2C(=CN(C(C2=CC1F)=O)C1=C(C=CC=C1)C)C(C)C